siloxan 1,5-naphthalenedisulfonate C12=CC=CC=3C(=CC=CC13)S(=O)(=O)OO[SiH2]OS2(=O)=O